5-(2,3-Dimethylphenyl)-N-methyl-3-(1-methyl-1H-pyrazol-4-yl)-1-trityl-1H-pyrazolo[4,3-b]pyridin-6-amine CC1=C(C=CC=C1C)C1=C(C=C2C(=N1)C(=NN2C(C2=CC=CC=C2)(C2=CC=CC=C2)C2=CC=CC=C2)C=2C=NN(C2)C)NC